6-({[2-(1-Methyl-1H-pyrazol-4-yl)-[1,3]oxazolo[5,4-b]pyridin-6-yl]oxy}methyl)pyridin-3-amine CN1N=CC(=C1)C=1OC2=NC=C(C=C2N1)OCC1=CC=C(C=N1)N